2,4-dicyclopropyl-1,3,2,4-dioxadibismetane C1(CC1)[Bi]1O[Bi](O1)C1CC1